2-isobutyl-2-cyclohexyl-3-cyclopentyl succinate C(CCC(=O)[O-])(=O)OC1C(CCC1)(C1CCCCC1)CC(C)C